NCCOCCN1CCN(CC1)C(=O)NC=1N=C(SC1)C1=CC(=C(C=C1)Cl)Cl 4-(2-(2-aminoethoxy)ethyl)-N-(2-(3,4-dichlorophenyl)thiazol-4-yl)piperazine-1-carboxamide